C=1N=CN2C1C1=CC=CC=C1[C@@H]2C2[C@@H](COCC2)O (S)-4-((s)-5H-imidazo[5,1-a]isoindol-5-yl)tetrahydro-2H-pyran-3-ol